methyl 2-oxo-1-((tetrahydro-2H-pyran-4-yl) methyl)-5-(p-tolyl)-1,2-dihydropyridine-3-carboxylate O=C1N(C=C(C=C1C(=O)OC)C1=CC=C(C=C1)C)CC1CCOCC1